C(C)OC(CCCC(=O)O)=O glutaric acid monoethyl ester